C(C)(CC)N1CC2(OC3(CC3)C1)CCN(CC2)C(=O)OC(C)(C)C tert-butyl 12-(sec-butyl)-4-oxa-8,12-diazadispiro[2.1.5.3]tridecane-8-carboxylate